iso-propyl-trimethoxysilane C(C)(C)[Si](OC)(OC)OC